N-methyl-5-(2-methyl-4-(1-methyl-1H-pyrazol-4-yl)phenyl)-N-(2,2,6,6-tetramethylpiperidin-4-yl)-1,3,4-thiadiazol-2-amine CN(C=1SC(=NN1)C1=C(C=C(C=C1)C=1C=NN(C1)C)C)C1CC(NC(C1)(C)C)(C)C